1-(4-(3-hydroxypropoxy)-3-methylphenyl)-3-(4-isopropyl-2-(4-methoxyphenyl)thiazol-5-yl)propan-1-ol OCCCOC1=C(C=C(C=C1)C(CCC1=C(N=C(S1)C1=CC=C(C=C1)OC)C(C)C)O)C